O1C2=C(OCC1)C=C(C=C2)C=2C(=NNC2)C2=C(C=C(C=C2)O)O 4-(4-(2,3-dihydrobenzo[b][1,4]dioxin-6-yl)-1H-pyrazol-3-yl)benzene-1,3-diol